saccharine sodium salt [Na].S1(=O)(=O)NC(=O)C2=CC=CC=C12